3-(5-(1,4-Dioxan-2-yl)-1-oxoisoindolin-2-yl)piperidine-2,6-dione O1C(COCC1)C=1C=C2CN(C(C2=CC1)=O)C1C(NC(CC1)=O)=O